(Z)-4-((2R,4S)-4-((5-cyclopropyl-3-(2,6-dichlorophenyl)isoxazol-4-yl)methoxy)-2-methylpiperidin-1-yl)-N'-hydroxybenzimidamide C1(CC1)C1=C(C(=NO1)C1=C(C=CC=C1Cl)Cl)CO[C@@H]1C[C@H](N(CC1)C1=CC=C(/C(/N)=N/O)C=C1)C